C(C)C=1C(NC=2C=C(C=NC2C1)CN1CCC(=CC1)C=1C=NC(=CC1)C(=O)N)=O 1'-((7-ethyl-6-oxo-5,6-dihydro-1,5-naphthyridin-3-yl)methyl)-1',2',3',6'-tetrahydro-[3,4'-bipyridine]-6-carboxamide